COC1=NC=2N(C(C(=C(N2)C(F)(F)F)C=2C=NN(C2)CCCC(F)(F)F)=O)C=C1 8-methoxy-3-(1-(4,4,4-trifluorobutyl)-1H-pyrazol-4-yl)-2-(trifluoromethyl)-4H-pyrimido[1,2-a]pyrimidin-4-one